ClC1=C(C(=CC=C1)Cl)[C@@H]([C@H](CC)O)O 1-(2,6-dichlorophenyl)-(S,S)-1,2-butanediol